CS(=O)(=O)OC1=CC=CC2=CC=CC=C12 naphthol methanesulfonate